4-chloro-6-(4-nitrophenyl)-7h-pyrrolo[2,3-d]pyrimidine ClC=1C2=C(N=CN1)NC(=C2)C2=CC=C(C=C2)[N+](=O)[O-]